[N+](=O)([O-])C=1C=CC=C(C1)C1=C2NC(=C1)C=C1C=CC(=N1)C(=C1C=CC(N1)=C(C=1C=CC(N1)=C2[N+](=O)[O-])[N+](=O)[O-])[N+](=O)[O-] 5,10,15,20-tetra(nitro)phenylporphyrin